[C@@H]1(OCCC2=CC=CC=C12)[C@@H]1NCC1 (R)-2-((S)-isochroman-1-yl)azetidine